4-(1-methylpiperazin-4-yl)aniline ethyl-2-amino-5-methylthiazole-4-carboxylate C(C)OC(=O)C=1N=C(SC1C)N.CN1CCN(CC1)C1=CC=C(N)C=C1